FC1=CC=C(C=C1)S(=O)(=O)N1[C@@H](C2CC1C2)C(=O)NCC2=C(C=CC(=C2)C=2C=NC(=CC2)C(F)(F)F)F (2S)-3-(4-fluorophenyl)sulfonyl-N-[[2-fluoro-5-[6-(trifluoromethyl)-3-pyridyl]phenyl]methyl]-3-azabicyclo[2.1.1]hexane-2-carboxamide